[Ce].[Pb].C(CCCCCCCCCCCCCCCCC)(=O)OC[C@@H](OC(CCCCCCCCCCCCCCCCC)=O)COP(=O)(O)OCCN 1,2-distearoyl-sn-glycero-3-phosphoethanolamine lead cerium salt